OC(C)(C)C=1SC(=CN1)[S@@](=O)(N)=NC(NC1=C2C(=NC(=C1C(C)C)C1=CC=CC=C1)CCC2)=O (R)-2-(2-hydroxy-propan-2-yl)-N'-((3-isopropyl-2-phenyl-6,7-dihydro-5H-cyclopenta[b]pyridin-4-yl)carbamoyl)thiazole-5-sulfonimidamide